C(=CC)N1CCN(CC1)C1=NC(=NC2=CC=C(C=C12)C=1C=C(C(=NC1)OC)NS(=O)(=O)C1=C(C=C(C=C1)F)F)C N-(5-(4-(4-propenylpiperazin-1-yl)-2-methylquinazolin-6-yl)-2-methoxypyridin-3-yl)-2,4-difluorobenzenesulfonamide